CC1(C(N(C2=CC=CC(=C12)C=1C=CC(=C(C(=O)NC2=NC=NC=C2)C1)C(F)(F)F)C1=NC=CC=N1)=O)C 5-(3,3-dimethyl-2-oxo-1-(pyrimidin-2-yl)indolin-4-yl)-N-(pyrimidin-4-yl)-2-(trifluoromethyl)benzamide